COC1=NC(=CC=2C1=NN(C2)C)C(=O)O 7-methoxy-2-methyl-2H-pyrazolo[3,4-c]pyridine-5-carboxylic acid